CC1=C(C=CC(=C1)C)CCN 2-(2,4-dimethylphenyl)ethanamine